tert-Butyl 4-amino-3-(3-bromo-2,5-difluorobenzyl)-5-fluoro-2-azabicyclo[3.1.1]heptane-2-carboxylate NC1C(N(C2CC1(C2)F)C(=O)OC(C)(C)C)CC2=C(C(=CC(=C2)F)Br)F